Br[GeH]([Ge](Br)(Br)Br)Br pentabromodigermane